7-(Difluoro-methoxy)-1,4,4,9-tetramethyl-8-(1-methylsulfonyl-1H-indol-4-yl)-5H-[1,2,4]triazolo[4,3-a]quinoxaline FC(OC=1C=C2NC(C=3N(C2=C(C1C1=C2C=CN(C2=CC=C1)S(=O)(=O)C)C)C(=NN3)C)(C)C)F